3-amino-N-[4-[[4-[[2-(6-methyl-2-pyridyl)pyrrolo[2,1-f][1,2,4]triazin-4-yl]amino]pyrimidin-2-yl]amino]phenyl]cyclobutanecarboxamide NC1CC(C1)C(=O)NC1=CC=C(C=C1)NC1=NC=CC(=N1)NC1=NC(=NN2C1=CC=C2)C2=NC(=CC=C2)C